CN(C)CCOCCN(C)C 2-(N,N'-dimethylamino)ethylether